2-(7-chloroimidazo[1,5-a]pyridin-1-yl)-2-methylpropanoic acid ClC1=CC=2N(C=C1)C=NC2C(C(=O)O)(C)C